ClC=1N=C(C2=C(N1)CCNC2=O)Cl 2,4-dichloro-7,8-dihydropyrido[4,3-d]pyrimidin-5(6H)-one